OC1=C(C=O)C=CC=C1OC 2-hydroxy-3-Methoxy-benzaldehyde